N-(cis-1-(cyclobutylcarbonyl)-2-((2-phenyl-1,3-thiazol-4-yl)methyl)pyrrolidin-3-yl)-1-fluoromethanesulfonamide C1(CCC1)C(=O)N1[C@H]([C@H](CC1)NS(=O)(=O)CF)CC=1N=C(SC1)C1=CC=CC=C1